C(CCC)C(C(=O)OCCCCCCC(=O)OCC(COC(CCC(OCCCCCCCC)OCCCCCCCC)=O)CO)CCCCCC 7-(3-((4,4-bis(octyloxy)butanoyl)oxy)-2-(hydroxymethyl)propoxy)-7-oxoheptyl 2-butyloctanoate